C(C=C)O[C@@H]1C[C@@H](N(C1)C(=O)OC(C)(C)C)C(=O)O (2R,4R)-4-(allyloxy)-1-(tert-butoxycarbonyl)pyrrolidine-2-carboxylic acid